methyl 6-chloro-4-(cyclopent-1-en-1-yl)-1-[(4-methoxyphenyl)-methyl]-1H-pyrazolo[4,3-c]pyridine-7-carboxylate ClC1=C(C2=C(C(=N1)C1=CCCC1)C=NN2CC2=CC=C(C=C2)OC)C(=O)OC